NCCC(C)O[Si](OCC)(OCC)CCCN (2-aminoethyl)-3-aminopropyl-triethoxysilane